2,2'-azo-bis(2,4-dimethyl-valeronitrile) N(=NC(C#N)(CC(C)C)C)C(C#N)(CC(C)C)C